CC(C=C)C(CCCCCC)C 3,4-dimethyl-1-decene